(R)-N'-(4-fluoro-2,6-diisopropylphenyl-carbamoyl)-5-(2-hydroxypropan-2-yl)thiazole-2-sulfonimidamide FC1=CC(=C(C(=C1)C(C)C)NC(=O)N=[S@](=O)(N)C=1SC(=CN1)C(C)(C)O)C(C)C